4-(4-((1S,4S)-2,5-diazabicyclo[2.2.2]octan-2-yl)-6-fluoro-2-(((2R,7aS)-2-fluorotetrahydro-1H-pyrrolizin-7a(5H)-yl)methoxy)quinazolin-7-yl)-5,6-difluoronaphthalen-2-ol [C@@H]12N(C[C@@H](NC1)CC2)C2=NC(=NC1=CC(=C(C=C21)F)C2=CC(=CC1=CC=C(C(=C21)F)F)O)OC[C@]21CCCN1C[C@@H](C2)F